N-(pyridin-3-yl)-5-(2-((cis-4-(trifluoromethoxy)cyclohexyl)amino)-7H-pyrrolo[2,3-d]pyrimidin-5-yl)pyrazolo[1,5-a]pyridine-3-carboxamide N1=CC(=CC=C1)NC(=O)C=1C=NN2C1C=C(C=C2)C2=CNC=1N=C(N=CC12)N[C@@H]1CC[C@@H](CC1)OC(F)(F)F